5-methoxy-1H-indazole COC=1C=C2C=NNC2=CC1